FC(C(=O)O)(F)F.N1CC(C1)C(=O)N1CCOCC1 4-(azetidine-3-carbonyl)morpholine trifluoroacetate